C1=NC(=O)NC2=C1NC=N2 oxypurine